C(CC=CCCCCCCCC)=O 3-Dodecen-1-al